C(=C)C1(C)CC(=C(C=C1)S(=O)(=O)O)CCCCS(=O)(=O)O 1-vinyl-3-(sulfobutyl)p-toluenesulfonic acid